6-[4-[4-(5-Hydroxypyridin-3-yl)naphthalene-1-carbonyl]piperazin-1-yl]-N-methylsulfonylpyridazine-3-carboxamide OC=1C=C(C=NC1)C1=CC=C(C2=CC=CC=C12)C(=O)N1CCN(CC1)C1=CC=C(N=N1)C(=O)NS(=O)(=O)C